NCCCCCCCC1=C2C(N(C(C2=CC=C1)=O)C1C(NC(CC1)=O)=O)=O 4-(7-aminoheptyl)-2-(2,6-dioxopiperidin-3-yl)isoindoline-1,3-dione